3-(4-(((R)-1-(3-(difluoromethyl)-2-fluorophenyl)ethyl)amino)-8-methyl-7-oxo-7,8-Dihydropyrido[2,3-d]pyrimidin-6-yl)piperidine-1-carboxylate FC(C=1C(=C(C=CC1)[C@@H](C)NC=1C2=C(N=CN1)N(C(C(=C2)C2CN(CCC2)C(=O)[O-])=O)C)F)F